C(=C)OC1=CC=C(C(=O)O)C=C1 4-ethenyloxybenzoic acid